2-chloro-9,9-dimethyl-9H-indeno[2,1-d]Pyrimidine ClC=1N=CC2=C(N1)C(C=1C=CC=CC12)(C)C